COC(CN1C(C2=CC=C(C=C2CC1)OC\C(=C/F)\CNC(=O)OC(C)(C)C)=O)=O.C(=O)(OC(C)(C)C)NC1CCC(CC1)C#C 1-(Boc-amino)-4-ethynyl-cyclohexane methyl-2-[6-[(Z)-2-[(tert-butyloxycarbonylamino)methyl]-fluoro-allyloxy]-1-oxo-3,4-dihydroisoquinolin-2-yl]acetate